4-[9-[1-[(2-bromo-6-chloro-3-pyridinyl)oxy]ethyl]-4,7-dimethyl-5-oxo-pyrazolo[3,4-c]isoquinolin-3-yl]piperidine-1-carboxylic acid benzyl ester C(C1=CC=CC=C1)OC(=O)N1CCC(CC1)N1N=CC2=C1N(C(C=1C=C(C=C(C21)C(C)OC=2C(=NC(=CC2)Cl)Br)C)=O)C